CSCCC(C1=CC(=CC=C1)C(F)(F)F)NC(=O)NC1CC2(C1)CCC2 1-[3-methylsulfanyl-1-(3-trifluoromethyl-phenyl)-propyl]-3-spiro[3.3]hept-2-yl-urea